C(C)(C)(C)OC(=O)C1=C([C@@H]([C@@H](O1)C(C)C)C)OS(=O)(=O)C(F)(F)F (2s,3r)-2-isopropyl-3-methyl-4-(trifluoromethylsulfonyloxy)-2,3-dihydrofuran-5-carboxylic acid tert-butyl ester